FC=1C=C(C=C(C1N1CCNCC1)F)C1CC(NC(C1)=O)=O trans-4-(3,5-difluoro-4-(piperazin-1-yl)phenyl)piperidine-2,6-dione